2,3,5,6-tetrafluoroiodobenzene FC1=C(C(=C(C=C1F)F)F)I